tert-butyl (6-(4-fluorophenyl)-6-hydroxyspiro[3.3]heptan-2-yl)carbamate FC1=CC=C(C=C1)C1(CC2(CC(C2)NC(OC(C)(C)C)=O)C1)O